N-(6-amino-5-methyl-3-pyridyl)-N'-(1-pyrimidin-2-ylethyl)-N'-[[5-(trifluoromethyl)-2-pyridyl]methyl]oxamide NC1=C(C=C(C=N1)NC(=O)C(=O)N(CC1=NC=C(C=C1)C(F)(F)F)C(C)C1=NC=CC=N1)C